ClC1=CC=C(C=C1)C1=C(C=CC=C1)CN1C2CN(CC1CC2)CC=2C=C1CN(C(C1=CC2)=O)C2C(NC(CC2)=O)=O 3-(5-((8-((4'-chloro-[1,1'-biphenyl]-2-yl)methyl)-3,8-diazabicyclo[3.2.1]octane-3-yl)methyl)-1-oxoisoindolin-2-yl)piperidine-2,6-dione